sodium azobisisobutyronitrile N(=NC(C#N)(C)C)C(C#N)(C)C.[Na]